NC1=C2C(=NC=N1)N(N=C2C#CC=2C(=CC1=C(N=CO1)C2)F)[C@H]2C[C@@H](N(C2)C(C=C)=O)COC 1-[(2R,4S)-4-[4-amino-3-[2-(6-fluoro-1,3-benzooxazol-5-yl)ethynyl]Pyrazolo[3,4-d]Pyrimidin-1-yl]-2-(methoxymethyl)pyrrolidin-1-yl]Prop-2-en-1-one